2-(4-(2-amino-4-methylquinolin-7-yl)-1-methyl-1H-pyrazol-5-yl)-6-cyclopropyloxy-3-fluoro-4-(prop-1-yn-1-yl)benzonitrile NC1=NC2=CC(=CC=C2C(=C1)C)C=1C=NN(C1C1=C(C#N)C(=CC(=C1F)C#CC)OC1CC1)C